(6,7-Dihydro-5H-thieno[3,2-b]pyran-7-yl)methanamine hydrochloride Cl.S1C=CC=2OCCC(C21)CN